4'-(benzyloxy)-7-(trifluoromethyl)spiro[chromane-2,1'-cyclohexan]-4-one C(C1=CC=CC=C1)OC1CCC2(CC1)OC1=CC(=CC=C1C(C2)=O)C(F)(F)F